FC(C(C)C)C1=CC=C(C=C1)C(C(=O)OC)C Methyl 2-(4-(1-fluoro-2-methylpropyl)phenyl)propanoate